S1C=NC2=C1C=CC(=C2)NC2=CC=NC1=CC=C(C=C21)C2=CC(=C(C=C2F)C(=O)N2CCN(CC2)C)F (4-(4-(benzo[d]thiazol-5-ylamino)quinolin-6-yl)-2,5-difluorophenyl)(4-methylpiperazin-1-yl)methanone